C(#N)C1=CC=C(CNC(=O)C=2NC=C(C2)C(=O)C2CC2)C=C1 N-(4-cyanobenzyl)-4-(cyclopropylcarbonyl)-1H-pyrrole-2-carboxamide